FC(C)[Si](OCCC)(OCCC)OCCC 1-fluoroethyltri-n-propoxysilane